CCCCCCCCCCCCCC(=O)O[C@H](CCCCCCCCCCC)CC(=O)O[C@@H]1[C@H]([C@@H](O[C@@H]([C@H]1OP(=O)([O-])OP(=O)([O-])OCC[NH3+])CO)OC[C@@H]2[C@H]([C@@H]([C@H]([C@H](O2)OP(=O)([O-])[O-])NC(=O)C[C@@H](CCCCCCCCCCC)O)OC(=O)C[C@@H](CCCCCCCCCCC)O)O)NC(=O)C[C@@H](CCCCCCCCCCC)OC(=O)CCCCCCCCCCC The molecule is a lipid A oxoanion arising from deprotonation of the phosphate OH groups and protonation of the amino group of lipid A 4'-(2-aminoethyl diphosphate); major species at pH 7.3. It is a conjugate base of a lipid A 4'-(2-aminoethyl diphosphate).